4-(2-fluorophenoxy)-2-methylaniline FC1=C(OC2=CC(=C(N)C=C2)C)C=CC=C1